1-(3-Aminomethyl-phenyl)-5-trifluoromethyl-2H-pyrazole-3-carboxylic acid {3-[(4-amino-benzylamino)-phenyl-methyl]-phenyl}-amide NC1=CC=C(CNC(C=2C=C(C=CC2)NC(=O)C2NN(C(=C2)C(F)(F)F)C2=CC(=CC=C2)CN)C2=CC=CC=C2)C=C1